CC=1C(=NC=CC1)O[C@@H]1CN(CC1)C=1C(=NC(=CC1)C1=C(C=CC=C1)C)CO (S)-(3-(3-(3-methylpyridin-2-yloxy)pyrrolidin-1-yl)-6-o-tolylpyridin-2-yl)methanol